FC(C=1C=C(C=CC1F)NC(N(C)[C@@H]1COCC=2N=C(C=3C=C(C(=CC3C21)F)F)OCCNC(OCC2=CC=CC=C2)=O)=O)F benzyl (S)-(2-((1-(3-(3-(difluoromethyl)-4-fluorophenyl)-1-methylureido)-8,9-difluoro-1,4-dihydro-2H-pyrano[3,4-c]isoquinolin-6-yl)oxy)ethyl)carbamate